(Z)-1,3,4,4,4-pentafluoro-3-(trifluoromethyl)but-1-ene F\C=C/C(C(F)(F)F)(C(F)(F)F)F